C(C1=CC=C(C=C1)N1C(C=CC1=O)=O)C1=CC=C(C=C1)N1C(C=CC1=O)=O N,N'-methylene-di-p-phenylenebismaleimide